ClC1=C2C(=NC=3C=C(C(=CC13)OC)OCCCN1CCCC1)CC1(C2)CCC1 9'-chloro-7'-methoxy-6'-[3-(pyrrolidin-1-yl)propoxy]-1',3'-dihydrospiro[cyclobutane-1,2'-cyclopenta[b]quinoline]